BrC=1C=C2N(N=CC(=C2Cl)C(=NC2=C(C=C(C=C2)O)C2CC2)N)C1 6-bromo-4-chloro-N'-(2-cyclopropyl-4-hydroxy-phenyl)pyrrolo[1,2-b]pyridazine-3-carboxamidine